C(C)(C)(C)OC(=O)C1=CC=NC2=CC=C(C=C12)CC1CCOCC1 6-((tetrahydro-2H-pyran-4-yl)methyl)quinoline-4-carboxylic acid tert-butyl ester